(3S,4R)-4-propoxy-N-tritylpiperidin-3-amine C(CC)O[C@H]1[C@H](CNCC1)NC(C1=CC=CC=C1)(C1=CC=CC=C1)C1=CC=CC=C1